ClC1=C(C=C(C(=C1)Cl)OCCC)B(O)O 2,4-DICHLORO-5-PROPOXYPHENYLBORONIC ACID